tert-butyl (R)-3-((S)-3-(3-bromo-5-methoxyphenyl)-1-(tert-butoxy)-1-oxopropane-2-yl)pyrrolidine-1-carboxylate BrC=1C=C(C=C(C1)OC)C[C@H](C(=O)OC(C)(C)C)[C@@H]1CN(CC1)C(=O)OC(C)(C)C